4-((1R,5S)-3,8-diazabicyclo[3.2.1]octan-3-yl)-7-(5,6-dimethyl-1H-indazol-4-yl)-8-fluoro-2-(((S)-1-methylpyrrolidin-2-yl)methoxy)quinazoline [C@H]12CN(C[C@H](CC1)N2)C2=NC(=NC1=C(C(=CC=C21)C2=C1C=NNC1=CC(=C2C)C)F)OC[C@H]2N(CCC2)C